C(C)(=O)C1=CN(C2=CC=C(C=C12)C1=CN=NC=C1)CC(=O)N1[C@@H](C[C@H](C1)F)C(=O)NC1C(N(CC1)C1=NN(C=C1)C)=O (2S,4R)-1-(2-(3-acetyl-5-(pyridazin-4-yl)-1H-indol-1-yl)acetyl)-4-fluoro-N-(1-(1-methyl-1H-pyrazol-3-yl)-2-oxopyrrolidin-3-yl)pyrrolidine-2-carboxamide